CC1=C(C=CC=C1COC1=NC=2CCN(CC2C=C1)CC(=O)OCC)C1=CC=CC=C1 Ethyl 2-(2-((2-methyl-[1,1'-biphenyl]-3-yl)methoxy)-7,8-dihydro-1,6-naphthyridin-6(5H)-yl)acetate